tert-Butyl N-methyl-N-(4-piperidylmethyl)carbamate CN(C(OC(C)(C)C)=O)CC1CCNCC1